C(C)C1=C(C2=C(N(C(N(C2=O)CC(=O)NCC2OCCC2)=O)C)N=C1)OCCC 6-Ethyl-1,4-dihydro-1-methyl-2,4-dioxo-5-propoxy-N-[(tetrahydro-2-furanyl)methyl]pyrido[2,3-d]pyrimidine-3(2H)-acetamide